3,7,11-trimethyldodec-10-ene-2,5-dione CC(C(C)=O)CC(CC(CCC=C(C)C)C)=O